N-((S)-2-(dimethylamino)-3-(4-hydroxy-2-methylphenyl)propyl)-3-(pyrimidin-2-yl)-3-(1-(trifluoromethyl)cyclopropyl)propanamide CN([C@H](CNC(CC(C1(CC1)C(F)(F)F)C1=NC=CC=N1)=O)CC1=C(C=C(C=C1)O)C)C